1-(6-(4-chlorophenyl)-2-(pyridin-3-yl)pyrimidin-4-yl)piperidine-4-carbonitrile ClC1=CC=C(C=C1)C1=CC(=NC(=N1)C=1C=NC=CC1)N1CCC(CC1)C#N